C(C)C1=C(C=CC=C1)OC 1-ethyl-2-methoxy-benzene